2-[{2-(dimethylamino)ethyl}methylamino]ethanol CN(CCN(CCO)C)C